2-[5-(4-Chloro-2-hydroxy-6-methyl-phenyl)oxazolo[4,5-b]pyridin-2-yl]-3,4-dihydro-1H-isoquinoline-5-carbonitrile ClC1=CC(=C(C(=C1)C)C1=CC=C2C(=N1)N=C(O2)N2CC=1C=CC=C(C1CC2)C#N)O